3-(3-phenylbenzo[c]isoxazol-5-yl)-1,2,4-oxadiazol C1(=CC=CC=C1)C1=C2C(=NO1)C=CC(=C2)C2=NOC=N2